2-[(2E)-2-(aminomethyl)-3-fluoroprop-2-en-1-yl]-4-[4'-(1,3-benzodioxol-5-yl)biphenyl-3-yl]-2,4-dihydro-3H-1,2,4-triazol-3-one hydrochloride Cl.NC/C(/CN1N=CN(C1=O)C=1C=C(C=CC1)C1=CC=C(C=C1)C1=CC2=C(OCO2)C=C1)=C\F